BrC1=NC=2N(C(=N1)N)N=CC2 bromopyrazolo[1,5-a][1,3,5]triazin-4-amine